2-cyano-N-[(1r,3s)-3-{[6-methyl-2-(trifluoromethyl)quinolin-4-yl]amino}cyclohexyl]benzamide C(#N)C1=C(C(=O)N[C@H]2C[C@H](CCC2)NC2=CC(=NC3=CC=C(C=C23)C)C(F)(F)F)C=CC=C1